4-(4-(difluoromethoxy)phenyl)-6-(1-methyl-1H-benzo[d]imidazol-6-yl)-2-(oxetan-3-yloxy)thiazolo[4,5-b]pyridin-5(4H)-one FC(OC1=CC=C(C=C1)N1C2=C(C=C(C1=O)C=1C=CC3=C(N(C=N3)C)C1)SC(=N2)OC2COC2)F